C(C)(C)(C)OC(=O)N1CCC(CC1)C1=CC=CC=2N(CCSC21)C=2C(=NC(=CC2)OCC2=CC=CC=C2)OCC2=CC=CC=C2.C(C)(C)(C)OOC(C)(C)C2=CC(=CC=C2)C(C)(C)OOC(C)(C)C 1,3-bis(tert-butyl-peroxy-isopropyl)benzene tert-butyl-4-[4-(2,6-dibenzyloxy-3-pyridyl)-2,3-dihydro-1,4-benzothiazin-8-yl]piperidine-1-carboxylate